tert-butyl (S)-2-((4-(2-(4-((2-(5-methyl-1,2,4-oxadiazol-3-yl)pyrimidin-5-yl)oxy)phenyl)propan-2-yl)phenoxy)methyl)azetidine-1-carboxylate CC1=NC(=NO1)C1=NC=C(C=N1)OC1=CC=C(C=C1)C(C)(C)C1=CC=C(OC[C@H]2N(CC2)C(=O)OC(C)(C)C)C=C1